2-(3-Oxa-6-azabicyclo[3.1.1]heptan-6-yl)-6-ethoxy-N-(6-methoxy-4-((1-(trifluoromethyl)-2-oxabicyclo[2.2.2]octan-4-yl)carbamoyl)pyridin-3-yl)benzo[d]thiazole-7-carboxamide C12COCC(N1C=1SC3=C(N1)C=CC(=C3C(=O)NC=3C=NC(=CC3C(NC31COC(CC3)(CC1)C(F)(F)F)=O)OC)OCC)C2